BrC1=C(C=C2C(=NC(=NC2=C1F)F)N1C[C@H]2CC[C@@H](C1)N2C(=O)OC(C)(C)C)F (1R,5S)-Tert-butyl 3-(7-bromo-2,6,8-trifluoroquinazolin-4-yl)-3,8-diazabicyclo[3.2.1]octane-8-carboxylate